vinyltrimethoxy-silane C(=C)[Si](OC)(OC)OC